O1CCCC1 (2R)-oxolan